O1COC2=C1C=CC(=C2)CNC2=C(C=C(C=C2)S(=O)(=O)NC)C=2N=CN(C2)C 4-(1,3-benzodioxol-5-ylmethyl-amino)-N-methyl-3-(1-methylimidazol-4-yl)benzenesulfonamide